(1S,3S)-2-acryloyl-1-(benzo[d][1,3]dioxol-5-yl)-2,3,4,9-tetrahydro-1H-pyrido[3,4-b]indole-3-carboxylic acid C(C=C)(=O)N1[C@H](C=2NC3=CC=CC=C3C2C[C@H]1C(=O)O)C1=CC2=C(OCO2)C=C1